C(#N)C1=CC=C(C=C1)N=NC1=CC=C(C=C1)F 4-cyano-4'-fluoroazobenzene